NC=1SC=C(N1)C1=CC(=C(C(=O)OCCCC)C=C1)C butyl 4-(2-aminothiazol-4-yl)-2-methylbenzoate